CC1=C(C(=O)OCC)C=CC(=C1)C1(CC1)NC(=O)C=1N=CSC1 ethyl 2-methyl-4-(1-(thiazole-4-carboxamido)cyclopropyl)benzoate